3-(2-chloro-4'-(3-fluoro-2-oxopyridin-1(2H)-yl)-[1,1'-biphenyl]-3-yl)piperidine-2,6-dione ClC1=C(C=CC=C1C1C(NC(CC1)=O)=O)C1=CC=C(C=C1)N1C(C(=CC=C1)F)=O